4-[4-Cyano-3-hydroxy-6-(2,4,6-trimethyl-benzyl)-pyridin-2-yl]-4-oxo-butyric acid C(#N)C1=C(C(=NC(=C1)CC1=C(C=C(C=C1C)C)C)C(CCC(=O)O)=O)O